1-((6-(2-chloro-2'-methyl-3'-((2-methylpyrido[3,2-d]pyrimidin-4-yl)amino)-[1,1'-biphenyl]-3-yl)-2-methoxypyridin-3-yl)methyl)piperidin-4-ol ClC1=C(C=CC=C1C1=CC=C(C(=N1)OC)CN1CCC(CC1)O)C1=C(C(=CC=C1)NC=1C2=C(N=C(N1)C)C=CC=N2)C